4-Hydroxy-Prolinol OC1C[C@H](NC1)CO